C(C)N(CC)C(CCC[Sn])(N(CC)CC)N(CC)CC tri(diethylamino)n-butyltin